3-(1-(3,4-dichlorobenzoyl)piperidin-4-yl)benzimidamide hydrochloride Cl.ClC=1C=C(C(=O)N2CCC(CC2)C=2C=C(C(N)=N)C=CC2)C=CC1Cl